Geddic acid C(CCCCCCCCCCCCCCCCCCCCCCCCCCCCCCCCC)(=O)O